1-[(1-ethyl-1H-pyrazol-4-yl)methyl]-4,5-dimethyl-3-{3-[methyl(oxan-4-yl)amino]-5-(2,2,2-trifluoroethoxy)phenyl}-1,3-dihydro-2H-imidazol-2-one C(C)N1N=CC(=C1)CN1C(N(C(=C1C)C)C1=CC(=CC(=C1)OCC(F)(F)F)N(C1CCOCC1)C)=O